4-amino-N,1-dimethyl-N-(6-((1-methyl-1H-pyrazol-4-yl)ethynyl)-2,3-dihydrobenzofuran-3-yl)-1H-pyrazolo[4,3-c]quinoline-8-carboxamide NC1=NC=2C=CC(=CC2C2=C1C=NN2C)C(=O)N(C2COC1=C2C=CC(=C1)C#CC=1C=NN(C1)C)C